C(C=C)(=O)NC1=C(C2=C(CN(CC2)C(=O)OC(C)(C)C)S1)C=1SC2=C(N1)C=CC(=C2)F tert-Butyl 2-acrylamido-3-(6-fluorobenzo[d]thiazol-2-yl)-4,7-dihydrothieno[2,3-c]pyridine-6(5H)-carboxylate